cyclopropyl-6-fluoro-4-(4,4,5,5-tetramethyl-1,3,2-dioxaborolan-2-yl)-1H-indole C1(CC1)N1C=CC2=C(C=C(C=C12)F)B1OC(C(O1)(C)C)(C)C